CC=1C(=NC=C(C1)C)N[C@H]1C[C@H](N(C1)C(=O)OC(C)(C)C)C tert-butyl (2R,4S)-4-(3,5-dimethylpyridin-2-ylamino)-2-methylpyrrolidine-1-carboxylate